tert-butyl (S)-4-(3-((1-(4-((1-(tert-butoxycarbonyl)pyrrolidin-3-yl)oxy)-3-(4-(tert-butyl)piperidin-1-yl)benzoyl)piperidin-4-yl)oxy)-5-fluorophenyl)piperazine-1-carboxylate C(C)(C)(C)OC(=O)N1C[C@H](CC1)OC1=C(C=C(C(=O)N2CCC(CC2)OC=2C=C(C=C(C2)F)N2CCN(CC2)C(=O)OC(C)(C)C)C=C1)N1CCC(CC1)C(C)(C)C